tert-butyl 2-(hydroxymethyl)thiomorpholine-4-carboxylate 1,1-dioxide OCC1CN(CCS1(=O)=O)C(=O)OC(C)(C)C